C1(=CC=CC=C1)P(C(C1=C(C=C(C=C1C)C)C)=O)(C(C1=C(C=C(C=C1C)C)C)=O)=O phenyl-bis(2,4,6-trimethylbenzoyl)-phosphorus oxide